1-cyclohexyl-(4-diethylaminocyclohexyl)carbodiimide C1(CCCCC1)N=C=NC1CCC(CC1)N(CC)CC